4-(dimethylamino)styrene CN(C1=CC=C(C=C)C=C1)C